C(C)(C)(CC)OOC(C)(CC)OOC(C)(C)CC 2,2-di(tert-amylperoxy)butane